Cl.Cl.NCCC1=NC(=NO1)C(=O)NCC1=NC=CC=C1F 5-(2-aminoethyl)-N-((3-fluoropyridin-2-yl)methyl)-1,2,4-oxadiazole-3-carboxamide dihydrochloride